2-((S)-3-amino-3H-spiro[benzofuran-2,4'-piperidine]-1'-yl)-5-(2,3-dichlorophenyl)-6-methylpyrimidine-4-carboxamide N[C@H]1C2=C(OC13CCN(CC3)C3=NC(=C(C(=N3)C(=O)N)C3=C(C(=CC=C3)Cl)Cl)C)C=CC=C2